6-(cyclopropylmethoxy)pyridazin-3-amine C1(CC1)COC1=CC=C(N=N1)N